methyl (4-amino-2-fluoro-6-methylphenyl)acetate NC1=CC(=C(C(=C1)C)CC(=O)OC)F